(5-bromopyridin-2-yl)methanesulfonic acid methyl ester COS(=O)(=O)CC1=NC=C(C=C1)Br